C1(CCC1)C=1N=NN(C1)CC1=NN(N=C1I)C 4-cyclobutyl-1-[(5-iodo-2-methyl-2H-1,2,3-triazol-4-yl)methyl]-1H-1,2,3-triazole